1-(4-methoxybenzyl)-3-(2-(2-(2-(trifluoromethyl)phenyl)acetyl)-2-azaspiro[3.3]heptan-6-yl)urea COC1=CC=C(CNC(=O)NC2CC3(CN(C3)C(CC3=C(C=CC=C3)C(F)(F)F)=O)C2)C=C1